NC1=C2N=CN(C2=NC(=N1)OCCCNC(OC(C)(C)C)=O)CC1=CC(=CC=C1)Br tert-butyl (3-((6-amino-9-(3-bromobenzyl)-9H-purin-2-yl)oxy)propyl)carbamate